C(#C)C=1N=C(N(C1)C=1C=NC(=CC1)C)C(=O)N 4-Ethynyl-1-(6-methyl-3-pyridinyl)imidazole-2-carboxamide